P(=O)(O)(O)COC(CN1C2=NC(=NC(=C2N=C1)N)N)C 9-(R)-[2-(phosphonomethoxy)propyl]-2,6-diaminopurine